(S)-1-(2-((S)-5-isopropyl-2,4-dioxo-3-phenylimidazolidine-1-yl)-5,6-dihydrobenzo[f]imidazo[1,2-d][1,4]oxazepin-9-yl)pyrrolidine-2-carboxamide C(C)(C)[C@H]1C(N(C(N1C=1N=C2N(CCOC3=C2C=CC(=C3)N3[C@@H](CCC3)C(=O)N)C1)=O)C1=CC=CC=C1)=O